C(C)(C)(C)OC(NN1CCC(CC1)CC=O)=O (4-(2-oxoethyl)piperidin-1-yl)carbamic acid tert-butyl ester